Methyl (5-isobutyl-4-methyl-3-(4-((2-methyl-1H-imidazol-1-yl)methyl)phenyl)thiophen-2-yl)sulfonylcarbamate C(C(C)C)C1=C(C(=C(S1)S(=O)(=O)NC(OC)=O)C1=CC=C(C=C1)CN1C(=NC=C1)C)C